CC1C(C1C(=O)Cl)C 3-cis-dimethylcyclopropane-1-carbonyl chloride